[7-[[2-methyl-5-(trifluoromethyl)pyrazol-3-yl]methyl]-2,7-diazaspiro[3.5]nonan-2-yl]-[6-[3-(trifluoromethyl)-1,2,4-triazol-1-yl]-2-azaspiro[3.3]heptan-2-yl]methanone CN1N=C(C=C1CN1CCC2(CN(C2)C(=O)N2CC3(C2)CC(C3)N3N=C(N=C3)C(F)(F)F)CC1)C(F)(F)F